(+)-1-(naphthalen-2-yl)-3-azabicyclo[3.1.0]hexane hydrochloride Cl.C1=C(C=CC2=CC=CC=C12)C12CNCC2C1